4-(6-cyano-5-fluoropyridin-2-yl)-3-methyl-N-phenylbenzenesulfonamide C(#N)C1=C(C=CC(=N1)C1=C(C=C(C=C1)S(=O)(=O)NC1=CC=CC=C1)C)F